COC1=C(C=CC(=C1)C1=NN=CN1C)NC=1N=CC2=C(N1)C(=NC=C2C)NCC(C)(C)C N2-(2-methoxy-4-(4-methyl-4H-1,2,4-triazol-3-yl)phenyl)-5-methyl-N8-neopentylpyrido[3,4-d]pyrimidine-2,8-diamine